{1-[1-(isopropylsulfonyl)piperidin-4-yl]-3-[4-(7H-pyrrolo[2,3-d]pyrimidin-4-yl)-1H-pyrazol-1-yl]azetidin-3-yl}acetonitrile C(C)(C)S(=O)(=O)N1CCC(CC1)N1CC(C1)(N1N=CC(=C1)C=1C2=C(N=CN1)NC=C2)CC#N